O1CCC(=CC1)C=1C2=C(C(=NC1)OC)N=C(S2)NC(=O)N2C[C@@]1(CC2)COCCC1 (5R)-N-[7-(3,6-dihydro-2H-pyran-4-yl)-4-methoxy-thiazolo[4,5-c]pyridin-2-yl]-7-oxa-2-azaspiro[4.5]decane-2-carboxamide